tert-butyl 4-(7-chloro-1H-pyrrolo[3,2-b]pyridin-5-yl)-3,6-dihydro-2H-pyridine-1-carboxylate ClC1=C2C(=NC(=C1)C=1CCN(CC1)C(=O)OC(C)(C)C)C=CN2